NCCOCCOCCOCCNCCCS(=O)(=O)N1CCC(CC1)NC=1N=CC2=C(N1)N(C(C=C2)=O)C2CCCC2 2-((1-((1-amino-3,6,9-trioxa-12-azapentadecan-15-yl)sulfonyl)piperidin-4-yl)amino)-8-cyclopentyl-pyrido[2,3-d]pyrimidin-7(8H)-one